CN1N=NC(=C1)C1=CC=C(C(=O)N([C@H]2CNCCC2)C2=NC=CC3=C2C(=CS3)C)C=C1 (R)-4-(1-methyl-1H-1,2,3-triazol-4-yl)-N-(3-methylthieno[3,2-c]pyridin-4-yl)-N-(piperidin-3-yl)benzamide